ONC1(C(=NN(C1=O)C1=CC=CC=C1)C)CC(=O)O 2-[4-(hydroxyamino)-3-methyl-5-oxo-1-phenyl-4,5-dihydro-1H-pyrazol-4-yl]acetic acid